5-(4-fluoro-3-(4-methylpent-1-ynyl)phenylthio)-1H-1,2,3-triazole-4-carboxylic acid FC1=C(C=C(C=C1)SC1=C(N=NN1)C(=O)O)C#CCC(C)C